CCCCC/C=C/C=C/C(C/C=C/C=C/C(=O)O[C@@H]1[C@H]([C@@H](O[C@@H]([C@H]1O[C@H]2[C@@H]([C@H]([C@@H](O2)[C@@H](COC(=O)/C=C/C=C\\CCC(CC)O)O)O)O)CO)OC3=C(C=C(C=C3O)O)CO)O)O The molecule is a carbohydrate-containing antibiotic isolated from the fermentation broth of Trichothecium sp. It exhibits marked antifungal activity against the Candida species. It has a role as a metabolite and an antifungal agent. It is a member of resorcinols, a member of benzyl alcohols, a secondary alcohol, a carboxylic ester, a glycoside, a disaccharide derivative and a carbohydrate-containing antibiotic. It derives from an all-trans-7-hydroxyhexadeca-2,4,8,10-tetraenoic acid and a (2E,4Z)-8-hydroxydeca-2,4-dienoic acid.